2-(3-chloro-2-iodophenyl)acetonitrile ClC=1C(=C(C=CC1)CC#N)I